1-(3-fluorophenyl)-5-(trifluoromethyl)-1H-pyrazole-4-carboxamide FC=1C=C(C=CC1)N1N=CC(=C1C(F)(F)F)C(=O)N